N-allyl-N-(2-benzoylphenyl)-2-(perfluorophenoxy)acetamide C(C=C)N(C(COC1=C(C(=C(C(=C1F)F)F)F)F)=O)C1=C(C=CC=C1)C(C1=CC=CC=C1)=O